(S)-N-(4-(4-amino-1-methyl-7-(1-(tetrahydro-2H-pyran-4-yl)-1H-pyrazol-4-yl)-1H-pyrazolo[4,3-c]pyridin-3-yl)-2-(1-(4-fluorophenyl)ethoxy)phenyl)methane-sulfonamide NC1=NC=C(C2=C1C(=NN2C)C2=CC(=C(C=C2)NS(=O)(=O)C)O[C@@H](C)C2=CC=C(C=C2)F)C=2C=NN(C2)C2CCOCC2